OC[C@@H](CB(OC[C@H](C)O)O)C=1C=NC=C(C1)C1=CC(=C(C=C1)OC)OCCC (S)-2-hydroxypropyl hydrogen ((S)-3-hydroxy-2-(5-(4-methoxy-3-propoxyphenyl) pyridin-3-yl)propyl)boronate